C1(=C(C=CC2=CC=CC=C12)OC1=C(C=C(C=C1)CO)C1=CC=CC=C1)C1=C(C=CC2=CC=CC=C12)OC1=C(C=C(C=C1)CO)C1=CC=CC=C1 [[1,1'-binaphthalene]-2,2'-diylbis(oxy[1,1'-biphenyl]-2,5-diyl)]dimethanol